C(C)(C)(C)OC(=O)N1CC2(CCCC2)C(CC1)(O)CN1C(C=C(C(=C1)C(N(C)C)=O)C1=CSC=C1)=O 10-((5-(dimethylcarbamoyl)-2-oxo-4-(thiophen-3-yl)pyridin-1(2H)-yl)methyl)-10-hydroxy-7-azaspiro[4.5]Decane-7-carboxylic acid tert-butyl ester